N[C@H]1[C@@H]2N(C[C@H]1CC2)C(=O)C2=CC1=C(N(C(=N1)C=1N(C3=C(C=CC=C3C1)C1=CC(=C(C(=O)N)C=C1)Cl)CC1CC1)C)C(=C2)OC 4-(2-{5-[(1R,4R,7R)-7-amino-2-azabicyclo[2.2.1]heptane-2-carbonyl]-7-methoxy-1-methyl-1H-1,3-benzodiazol-2-yl}-1-(cyclopropylmethyl)-1H-indol-7-yl)-2-chlorobenzamide